1-[3-(benzyloxy)phenyl]-N-methyl-methanesulfonamide C(C1=CC=CC=C1)OC=1C=C(C=CC1)CS(=O)(=O)NC